3-(2-chloro-4'-(4-(2,2-difluoroethyl)-2-oxopiperazin-1-yl)-[1,1'-biphenyl]-3-yl)piperidine-2,6-dione ClC1=C(C=CC=C1C1C(NC(CC1)=O)=O)C1=CC=C(C=C1)N1C(CN(CC1)CC(F)F)=O